C[C@H]1[C@@H](CCCC1)N[C@@H]1[C@H](CCCC1)CC=1C=C2CN(C(C2=CC1)=O)C1C(NC(CC1)=O)=O |o1:1,2,8,9| 3-(5-(((1R,2S)-rel-2-(((1R,2R)-2-methylcyclohexyl)amino)cyclohexyl)methyl)-1-oxoisoindolin-2-yl)piperidine-2,6-dione